CN(S(=O)(=O)C1=CC=C(C=C1)[N+](=O)[O-])C1CCC=2NC3=CC=CC=C3C2C1 N-methyl-4-nitro-N-(2,3,4,9-tetrahydro-1H-carbazol-3-yl)benzenesulfonamide